(1s,4s)-4-(5-chloro-4-nitro-1H-pyrazol-1-yl)-1-iminohexahydro-1lambda6-thiopyran 1-oxide ClC1=C(C=NN1C1CCS(CC1)(=N)=O)[N+](=O)[O-]